BrC1=NNC2=NC=C(C=C21)[N+](=O)[O-] 3-bromo-5-nitro-1H-pyrazolo[3,4-b]pyridine